1'-(2,5-difluoro-4-nitrophenyl)-[4,4'-bipiperidine]-1-carboxylic acid tert-butyl ester C(C)(C)(C)OC(=O)N1CCC(CC1)C1CCN(CC1)C1=C(C=C(C(=C1)F)[N+](=O)[O-])F